((2,4-dichlorophenyl)sulfonyl)-3-(hydroxymethyl)azetidine-3-carboxylic acid ethyl ester C(C)OC(=O)C1(CN(C1)S(=O)(=O)C1=C(C=C(C=C1)Cl)Cl)CO